6-((3,3-difluoropiperidin-1-yl)methyl)-2-(3-(3-((4-methyl-4H-1,2,4-triazol-3-yl)methyl)oxetan-3-yl)phenyl)-4-(trifluoromethyl)isoindolin-1-one FC1(CN(CCC1)CC1=CC(=C2CN(C(C2=C1)=O)C1=CC(=CC=C1)C1(COC1)CC1=NN=CN1C)C(F)(F)F)F